S1C(=CC2=C1C=CC=C2)C(=O)OSC methylsulfanyl benzothiophene-2-carboxylate